6-((4-((5-Cyclopropyl-3-(3,5-dichloropyridin-4-yl)isoxazol-4-yl)methoxy)bicyclo[2.2.2]octan-1-yl)methoxy)-1,5-naphthyridin C1(CC1)C1=C(C(=NO1)C1=C(C=NC=C1Cl)Cl)COC12CCC(CC1)(CC2)COC=2N=C1C=CC=NC1=CC2